1,2-bis(methyldifluorosilyl)ethane iridium(III) Hexafluorophosphate F[P-](F)(F)(F)(F)F.[Ir+3].C[Si](CC[Si](F)(F)C)(F)F.F[P-](F)(F)(F)(F)F.F[P-](F)(F)(F)(F)F